rac-4-(((1R,3r,5S)-8-((4-(Difluoromethoxy)phenyl)sulfonyl)-8-azabicyclo[3.2.1]octan-3-yl)amino)butan-2-ol FC(OC1=CC=C(C=C1)S(=O)(=O)N1[C@H]2CC(C[C@@H]1CC2)NCCC(C)O)F